C(C)[N+](\C=C\C(CCCCC#C)F)(CC)[O-] (E)-N,N-diethyl-3-fluoronon-1-en-8-yn-1-amine oxide